C([O-])(O)=O.C(C)[N+](CC)(CC)CC Tetraethyl-ammonium bicarbonat